3-{methyl[8-(1-methyl-1H-indol-6-yl)quinoxalin-6-yl]amino}-N-(pyrimidin-5-yl)pyridine CN(C=1CN(C=CC1)C=1C=NC=NC1)C=1C=C2N=CC=NC2=C(C1)C1=CC=C2C=CN(C2=C1)C